5-bromo-1,3-dihydrospiro[indene-2,4'-piperidine] trifluoroacetate salt FC(C(=O)O)(F)F.BrC=1C=C2CC3(CCNCC3)CC2=CC1